ClC=1C(=CC2=C(N(C(NC2=O)=O)C=2C(=NC=CC2C)S(=O)(=O)C)N1)F 7-chloro-6-fluoro-1-(4-methyl-2-(methylsulfonyl)pyridin-3-yl)pyridino[2,3-d]pyrimidin-2,4(1H,3H)-dione